[C@H]12CC(C[C@H](CC1)N2)NC(=O)C2=NOC(=C2)[C@H]2[C@@H](C2)F N-((1R,3r,5S)-8-azabicyclo[3.2.1]octan-3-yl)-5-((1S,2R)-2-fluorocyclopropyl)isoxazole-3-carboxamide